ClC=1C(=NC2=CC(=C(N=C2C1N[C@H](C)C=1C=C(C#N)C=CC1F)C=1C=NC(=NC1)N1CCNCC1)F)C 3-[(1R)-1-[[3-chloro-7-fluoro-2-methyl-6-(2-piperazin-1-ylpyrimidin-5-yl)-1,5-naphthyridin-4-yl]amino]ethyl]-4-fluoro-benzonitrile